C(C=C)(=O)N1C[C@@H](CC1)C1=CN(C=2C(=NNC(C21)=O)N)C2=CC=C(C=C2)OC2=C(C=CC=C2)F (S)-3-(1-Acryloylpyrrolidin-3-yl)-7-amino-1-(4-(2-fluorophenoxy)phenyl)-1,5-dihydro-4H-pyrrolo[2,3-d]pyridazin-4-on